C(C=C)(=O)OCCCCCCCC n-octyl acrylate